FC=1C=C(C=C(C1)F)C1=CC(=CC=C1)CC1N(CC2(CC2)C1NS(=O)(=O)C)C([C@@H](C)O)=O N-(6-((3',5'-difluoro-[1,1'-biphenyl]-3-yl)methyl)-5-((R)-2-hydroxypropanoyl)-5-azaspiro[2.4]heptan-7-yl)methanesulfonamide